5-(azetidin-2-ylmethoxy)-4-fluoro-2-methyl-N-(1-(7-vinylquinolin-5-yl)cyclopropyl)benzamide N1C(CC1)COC=1C(=CC(=C(C(=O)NC2(CC2)C2=C3C=CC=NC3=CC(=C2)C=C)C1)C)F